acryl-dimethyl-taurine sodium [Na].C(=O)(C=C)C(N(C)C)CS(=O)(=O)O